Isononanyl Acetate C(C)(=O)OCCCCCCC(C)C